N1CC(CC1)C1=CC=2C(=NC=CC2C=2SC3=C(N2)C=C(C=C3)N)S1 (2-(pyrrolidin-3-yl)thieno[2,3-b]pyridin-4-yl)benzo[d]thiazol-5-amine